3-mercaptopropyl(triethoxysilane) SCCC[Si](OCC)(OCC)OCC